CN1CCN(CC1)C1=NC=2N(C(=N1)NCC=1NC(=CN1)C1=CC=CC=C1)N=CC2C(C)C 2-(4-methylpiperazin-1-yl)-N-[(5-phenyl-1H-imidazol-2-yl)methyl]-8-(propan-2-yl)pyrazolo[1,5-a][1,3,5]triazin-4-amine